(1s,4s)-N-(4-Ethyl-3-methylphenyl)-4-(4-methyl-1-oxoisoindolin-2-yl)cyclohexane-1-carboxamide C(C)C1=C(C=C(C=C1)NC(=O)C1CCC(CC1)N1C(C2=CC=CC(=C2C1)C)=O)C